C(C)(C)(C)OC(=O)N1N=C(C2=C(C=CC=C12)C1=CC=C(C=C1)C(C)(C)C)N.FC(CCC(C)(C)C=1C(=NC2=CC=CC=C2C1)C1=C(C(=CC=C1)C)C)(F)F (trifluorodimethylbutyl)(dimethylphenyl)quinoline Tert-butyl-3-amino-4-(4-(tert-butyl)phenyl)-1H-indazole-1-carboxylate